C(C)N1C2=C(OCC1)N=C(C=C2)OCCN2CCOCC2 ethyl-6-(2-morpholinoethoxy)-2,3-dihydro-1H-pyrido[2,3-b][1,4]oxazin